4-[4-(4-acetylphenyl)phenyl]-1-hydroxy-N,N-dimethylnaphthalene-2-carboxamide C(C)(=O)C1=CC=C(C=C1)C1=CC=C(C=C1)C1=CC(=C(C2=CC=CC=C12)O)C(=O)N(C)C